(n-propylcyclopentadienyl)(tetramethylcyclopentadienyl)titanium dichloride [Cl-].[Cl-].C(CC)C1(C=CC=C1)[Ti+2]C1(C(=C(C(=C1)C)C)C)C